4-pentyloxy-4'-cyanobiphenyl C(CCCC)OC1=CC=C(C=C1)C1=CC=C(C=C1)C#N